(5-(7-bromobenzo[d]oxazol-2-yl)-8-(methylamino)-2,7-naphthyridin-3-yl)cyclopropanecarboxamide BrC1=CC=CC=2N=C(OC21)C2=C1C=C(N=CC1=C(N=C2)NC)C2(CC2)C(=O)N